tert-butyl 2-((1-(2-(6-cyclopropylpyridin-3-yl)-3,7-dimethyl-4-oxo-4H-pyrido[1,2-a]pyrimidin-9-yl)ethyl)amino)benzoate C1(CC1)C1=CC=C(C=N1)C=1N=C2N(C(C1C)=O)C=C(C=C2C(C)NC2=C(C(=O)OC(C)(C)C)C=CC=C2)C